[C@@H]1([C@H](O)[C@H](O)[C@@H](CO)O1)N1C(=O)N=C(N)N=C1 5-aza-Cytidine